N-[(3S)-9-fluoro-2-oxo-5-phenyl-1,3-dihydro-1,4-benzo-diazepin-3-yl]-6-[(1R,4R)-2-oxa-5-azabicyclo[2.2.1]-heptan-5-yl]-2-phenylimidazo[1,2-b]pyridazine-3-carboxamide FC1=CC=CC=2C(=N[C@@H](C(NC21)=O)NC(=O)C2=C(N=C1N2N=C(C=C1)N1[C@H]2CO[C@@H](C1)C2)C2=CC=CC=C2)C2=CC=CC=C2